3-fluoro-4-iodo-5-methyl-N-(4-methyl-3-((3-(9-(tetrahydro-2H-pyran-2-yl)-9H-purin-6-yl)pyridin-2-yl)amino)phenyl)picolinamide FC=1C(=NC=C(C1I)C)C(=O)NC1=CC(=C(C=C1)C)NC1=NC=CC=C1C1=C2N=CN(C2=NC=N1)C1OCCCC1